5-[2-(2-chlorophenyl)-2-hydroxyethyl]-3-ethyl-4-oxo-4,5,6,7-tetrahydropyrazolo[1,5-a]pyrazine-2-carboxylic acid ethyl ester C(C)OC(=O)C1=NN2C(C(N(CC2)CC(O)C2=C(C=CC=C2)Cl)=O)=C1CC